2-(3,5-Dimethyl-2-(2-morpholinopropoxy)benzyl)benzonitrile CC=1C(=C(CC2=C(C#N)C=CC=C2)C=C(C1)C)OCC(C)N1CCOCC1